OC(COC1=CC=CC(=N1)C1=NC2=CC(=NC=C2C=C1)CNC(C1=CC(=C(C=C1)C)S(=O)(=O)C)=O)(C)C N-((2-(6-(2-hydroxy-2-methylpropoxy)pyridin-2-yl)-1,6-naphthyridin-7-yl)methyl)-4-methyl-3-(methylsulfonyl)benzamide